C1(CC1)CCN(C1=C2CN(C(C2=CC=C1)=O)C1C(NC(CC1)=O)=O)C1CCC(CC1)NCCOC(F)(F)F 3-(4-((2-cyclopropylethyl)((1r,4r)-4-((2-(trifluoromethoxy)ethyl)amino)cyclohexyl)amino)-1-oxoisoindolin-2-yl)piperidine-2,6-dione